1,5-dibromo-pentane BrCCCCCBr